3',4'-dimethoxypropiophenone COC=1C=C(C=CC1OC)C(CC)=O